1-(hydrazinocarbonyl)-3-bicyclo[1.1.1]pentanylacetamide N(N)C(=O)C12CC(C1)(C2)CC(=O)N